O=C1CCC(N1CC1=CC(=CC=C1)S(F)(F)(F)(F)F)CC(=O)O 2-[5-oxo-1-[[3-(pentafluoro-λ6-sulfanyl)phenyl]methyl]pyrrolidin-2-yl]acetic acid